(R)-(1-(4-(benzylamino)-4-oxobutanoylamino)-2-phenylethyl)boric acid C(C1=CC=CC=C1)NC(CCC(=O)N[C@@H](CC1=CC=CC=C1)OB(O)O)=O